3-bromo-4-methoxy-aniline BrC=1C=C(N)C=CC1OC